3-(4-methyl-4-piperidyl)isoxazol-5-amine CC1(CCNCC1)C1=NOC(=C1)N